OCCC=1SC=C(N1)C(=O)N 2-(hydroxyethyl)thiazole-4-carboxamide